N-(5-(3-Fluorophenoxy)-2-methoxyphenyl)-5-oxotetrahydropyrrolo[2,1-b]-thiazole-7a(5H)-carboxamide FC=1C=C(OC=2C=CC(=C(C2)NC(=O)C23SCCN2C(CC3)=O)OC)C=CC1